C[Si](OC1=CC=C(C=C1)C1(C2=CC=CC=C2C=2C=CC=CC12)C1=CC=C(C=C1)OC1=CC=C(C=C1)[N+](=O)[O-])(OC1=CC=C(C=C1)C1(C2=CC=CC=C2C=2C=CC=CC12)C1=CC=C(C=C1)OC1=CC=C(C=C1)[N+](=O)[O-])C dimethyl-bis(4-{9-[4-(4-nitrophenoxy)phenyl]-9H-fluoren-9-yl}phenoxy)silane